FC(C(=O)NNC(=O)C1=CC(=C(CN(S(=O)(=O)C)C2=C(C=CC=C2)C(F)(F)F)C=C1)F)F N-(4-(2-(2,2-difluoroacetyl)hydrazine-1-carbonyl)-2-fluorobenzyl)-N-(2-(trifluoromethyl)phenyl)methanesulfonamide